2-methoxy-4-((4-methoxybenzoyl)oxy)benzoic acid COC1=C(C(=O)O)C=CC(=C1)OC(C1=CC=C(C=C1)OC)=O